BrC=1C=C2/C(/C(NC2=CC1)=O)=C/1\C(N(/C(/S1)=N/C1=CC=C(C=C1)S(=O)(=O)N)C1=CC=CC=C1)=O 4-(((Z)-5-((Z)-5-bromo-2-oxoindoline-3-ylidene)-4-oxo-3-phenyl-thiazolidin-2-ylidene)amino)benzenesulphonamide